2-(2-ethoxy)ethylene CCOC=C